FC1(CC1)C(=O)N[C@H](C(=O)N1C(CC(C1)O)C(=O)N)C(C)(C)C 1-((S)-2-(1-fluorocyclopropane-1-carboxamido)-3,3-dimethylbutyryl)-4-hydroxypyrrolidine-2-carboxamide